OC1CCN(CC12CCC2)C(=O)[O-] 9-hydroxy-6-azaspiro[3.5]nonane-6-carboxylate